Methyl cyclopropaneformate C1(CC1)C(=O)OC